Cl.Cl.C1(=CC=CC=C1)\C=C(/CC)\[C@H]1[C@@H](C1)NC1CC2(C1)CCN(CC2)C[C@H](CO)O (R)-3-(2-(((1R,2S)-2-((E)-1-phenylbut-1-en-2-yl)cyclopropyl)amino)-7-azaspiro[3.5]nonan-7-yl)propane-1,2-diol dihydrochloride